methyl 7-(5-chloro-2-(2-(5-cyano-2-methyl-4-oxo-7-(trifluoromethyl)quinazolin-3(4H)-yl)ethoxy)phenyl)-5-cyanothieno[3,2-b]pyridine-3-carboxylate ClC=1C=CC(=C(C1)C1=C2C(=NC(=C1)C#N)C(=CS2)C(=O)OC)OCCN2C(=NC1=CC(=CC(=C1C2=O)C#N)C(F)(F)F)C